monosodium lauryl amino diacetate C(C)(=O)OCCCCCCCCCCCC.C(C)(=O)ON.[Na]